tert-butyl (R)-6-((2-acetamido-3-methyl-N-(1-(pyrimidin-2-yl)ethyl)quinoline-6-carboxamido)methyl)-3',6'-dihydro-[3,4'-bipyridine]-1'(2'H)-carboxylate C(C)(=O)NC1=NC2=CC=C(C=C2C=C1C)C(=O)N([C@H](C)C1=NC=CC=N1)CC1=CC=C(C=N1)C=1CCN(CC1)C(=O)OC(C)(C)C